Butylitaconic acid CCCCC=C(CC(=O)O)C(=O)O